FC1=C(OC=2C(=C(C=CC2N)C2=CC=C(C=C2)N)OC2=C(C(=C(C(=C2F)F)C=C)F)F)C(=C(C(=C1F)C=C)F)F bis(2,3,5,6-tetrafluoro-4-vinylphenoxy)-4,4'-biphenyldiamine